(1S,8S)-8-((2S,3S)-2-Acetylamino-3-methyl-pentanoylamino)-9-oxo-1,2,8,9-tetrahydro-7H-6-oxa-9a-aza-benzo[cd]azulene-1-carboxylic acid (1H-[1,2,3]triazol-4-ylmethyl)-amide N1N=NC(=C1)CNC(=O)[C@@H]1CC2=C3C(OC[C@@H](C(N13)=O)NC([C@H]([C@H](CC)C)NC(C)=O)=O)=CC=C2